CCCCCC(CCCCCCCC(CCCCCC)O)O eicosane-6,14-diol